FC1([C@]2(C([C@@](N(C1)CC2)(COC)CO)=O)C)F (1R,2S,4R)-5,5-difluoro-2-(hydroxymethyl)-2-(methoxymethyl)-4-methylquinuclidin-3-one